ClC=1SC(=CN1)C1NC(N(C1)C)=NC 4-(2-chlorothiazol-5-yl)-N,1-dimethyl-imidazolidin-2-imine